C(C)O/C=C/C1=C2C(COCC2=CC=C1)(C)C (E)-5-(2-ethoxyvinyl)-4,4-dimethylisochromane